tert-Butyl 4-[(4-[2-[(2-cyclopropylethyl)amino]-7-[trans-4-hydroxycyclohexyl]-7H-pyrrolo[2,3-d]pyrimidin-5-yl]phenyl)methyl]piperazine-1-carboxylate C1(CC1)CCNC=1N=CC2=C(N1)N(C=C2C2=CC=C(C=C2)CN2CCN(CC2)C(=O)OC(C)(C)C)[C@@H]2CC[C@H](CC2)O